ClC1=NC=C(C(=C1)NCC[C@@H](C)O)C#CC=1C=NN(C1)CC(F)(F)F (R)-4-((2-chloro-5-((1-(2,2,2-trifluoroethyl)-1H-pyrazol-4-yl)ethynyl)pyridin-4-yl)amino)butan-2-ol